2,3-dihydro-4,7-dimethyl-1H-indene CC1=C2CCCC2=C(C=C1)C